FC1=CC=C(C=C1)[C@@H]1N(CCC2=CC=CC=C12)C(=O)OC12CC(C1)(C2)N(CCS(=O)(=O)C)C(=O)OCC2=CC=CC=C2 3-(((benzyloxy)carbonyl)(2-(methylsulfonyl)ethyl)amino)bicyclo[1.1.1]pentan-1-yl (S)-1-(4-fluorophenyl)-3,4-dihydroisoquinoline-2(1H)-carboxylate